Cl.FC1=C(C=CC(=C1)C1NCC(C1)=O)C=1N=C2SC3=C(N2C1)C=CC(=C3)C(=O)NC3CCOCC3 (2-fluoro-4-(4-oxopyrrolidin-2-yl)phenyl)-N-(tetrahydro-2H-pyran-4-yl)benzo[d]imidazo[2,1-b]thiazole-7-carboxamide hydrochloride